C(C)(C)(C)OC(=O)N1CCC(CC1)N(C(=O)NCC1=CC=C(C=C1)OCC(C)C)CC1=CC=C(C=C1)F.C[Ge](C1=CC=CC=C1)(C(CCCCC1=CC=CC=C1)S(=O)(=O)C)C dimethyl-(1-(methylsulfonyl)-5-phenylpentyl)(phenyl)germane tert-butyl-4-(1-(4-fluorobenzyl)-3-(4-isobutoxybenzyl)ureido)piperidine-1-carboxylate